FC1=C(C=CC=C1)N=NC1=CC=CC=C1 o-fluoroazobenzene